ClCCCC1=NOC2=C1C=CC(=C2)F 3-(3-chloropropyl)-6-fluorobenzo[d]isoxazole